(R) or (S)-1-(2-methyl-2-(((6-(1-methyl-1H-pyrazol-4-yl)pyrazolo[1,5-a]pyrazin-4-yl)oxy)methyl)morpholino)prop-2-en-1-one C[C@]1(OCCN(C1)C(C=C)=O)COC=1C=2N(C=C(N1)C=1C=NN(C1)C)N=CC2 |o1:1|